4-methyl-1H-pyrrolo[2,3-b]pyridine-2-carboxylic acid methyl ester COC(=O)C1=CC=2C(=NC=CC2C)N1